C(CCCCCCCCCCCCC)(=O)N[C@@H](CO)[C@H](O)\C=C\CCCCCCCCCCCCC N-myristoyl-sphingosine